C(C1=CC=CC=C1)C1(C[C@@H]2[C@@H](CN(C2)C[C@H](O)C2=CC(=C(C=C2)O)F)C1)O (3aR,5R,6aS)-5-benzyl-2-((R)-2-(3-fluoro-4-hydroxyphenyl)-2-hydroxyethyl)octahydrocyclopenta[c]pyrrol-5-ol